((methylsulfonyl)methyl)azetidin CS(=O)(=O)CN1CCC1